(E)-3-(4-isopropylphenyl)-1-phenylprop-2-en-1-one C(C)(C)C1=CC=C(C=C1)/C=C/C(=O)C1=CC=CC=C1